COCCOC 1,2-dimethoxyethane